ClC1=C(C=C(C(=N1)NC=1C(=NC=CC1C)C(C)C)C(C(C(=O)[O-])[N+](=O)[O-])=O)F 3-(6-chloro-5-fluoro-2-((2-isopropyl-4-methylpyridin-3-yl)amino)pyridin-3-yl)-2-nitro-3-oxopropanoate